(5-chloro-3-fluorophenyl)-diphenylamine ClC=1C=C(C=C(C1)N(C1=CC=CC=C1)C1=CC=CC=C1)F